ClC=1C(=NC(=NC1)NC1CCOCC1)C=1C=C2C(=NC1)CN(C2=O)[C@@H](C(=O)N[C@H](CO)C2=C(C=CC(=C2)C)F)C (2R)-2-(3-{5-Chloro-2-[(oxan-4-yl)amino]pyrimidin-4-yl}-5-oxo-5H,6H,7H-pyrrolo[3,4-b]pyridin-6-yl)-N-[(1S)-1-(2-fluoro-5-methylphenyl)-2-hydroxyethyl]propanamid